2-Chloro-4-(trifluoromethyl)-5,6,7,8-tetrahydroquinoline-3-carbonitrile ClC1=NC=2CCCCC2C(=C1C#N)C(F)(F)F